C(C)(=O)[O-].C(C)(=O)[O-].C[Sn+2] methyl-tin diacetate